ClC1=CC=C(COCC2=CC(=CC3=C2N=C(S3)N)C(F)(F)F)C=C1 4-(((4-chlorobenzyl)oxy)methyl)-6-(trifluoromethyl)benzo[d]thiazol-2-amine